o-toluenediamine dihydrochloride Cl.Cl.CC1(C(C=CC=C1)N)N